ClC=1C=C(C=CC1)N1N=C(C(=C1)/C=C/C(=O)N[C@@H](CC1=CNC2=CC=CC=C12)C(=O)O)C1=CC2=CC=CC=C2C=C1 (E)-(3-(1-(3-chlorophenyl)-3-(2-naphthyl)-1H-pyrazol-4-yl)acryloyl)-L-tryptophan